1-(tert-Butoxycarbonyl)-5-(methoxycarbonyl)-2-((methyl(phenyl)amino)methyl)indoline-3-carboxylic acid C(C)(C)(C)OC(=O)N1C(C(C2=CC(=CC=C12)C(=O)OC)C(=O)O)CN(C1=CC=CC=C1)C